6-chloro-3-(1,3-dimethyl-1H-pyrazol-4-yl)furo[3,2-b]pyridine ClC=1C=C2C(=NC1)C(=CO2)C=2C(=NN(C2)C)C